C1=CC=CC=2C1=C1C=3C=CC=CC3N=C1C=1C2C=CC(C1)CCCCOP(O)(O)=O [4-(7H-dibenzocarbazole-7-yl)butyl]phosphoric acid